O1C2=C(OCC1)C=C(C=C2)CN2C(C1=CC=C(C=C1C=N2)S(=O)(=O)C2=CC=CC=C2)=O 2-((2,3-dihydrobenzo[b][1,4]dioxin-6-yl)methyl)-6-(phenylsulfonyl)phthalazin-1(2H)-one